CC=1C(=CC2=C(C1)C1(CCNCC1)CO2)C(=O)OC methyl 5-methyl-2H-spiro[1-benzofuran-3,4'-piperidine]-6-carboxylate